2-bromo-5-hydroxybenzoic acid BrC1=C(C(=O)O)C=C(C=C1)O